3-{[2-(4-Chlorophenyl)imidazo[1,2-a]pyridin-3-yl]methyl}-N-(2,5-dimethylphenyl)-3,8-diazabicyclo[3.2.1]octan-8-carboxamid ClC1=CC=C(C=C1)C=1N=C2N(C=CC=C2)C1CN1CC2CCC(C1)N2C(=O)NC2=C(C=CC(=C2)C)C